NCC1=CC=C(C#N)C=C1 4-aminomethyl-benzonitrile